(S)-N-(2-chloro-6-fluorophenyl)-5-fluoro-4-(5-(2-hydroxypropan-2-yl)-6-methylpyrazin-2-yl)-2-((1,1,1-trifluoropropan-2-yl)oxy)benzamide ClC1=C(C(=CC=C1)F)NC(C1=C(C=C(C(=C1)F)C1=NC(=C(N=C1)C(C)(C)O)C)O[C@H](C(F)(F)F)C)=O